(2S)-2-[(3R)-1-tert-Butoxycarbonylpyrrolidin-3-yl]-3-[4-(trifluoromethyl)phenyl]propanoic acid C(C)(C)(C)OC(=O)N1C[C@H](CC1)[C@@H](C(=O)O)CC1=CC=C(C=C1)C(F)(F)F